(S)-1-(8-((2-amino-3-chloropyridin-4-yl)thio)imidazo[1,2-c]pyrimidin-5-yl)-3'-chloro-4'H,6'H-spiro[piperidine-4,5'-pyrrolo[1,2-b]pyrazol]-4'-amine NC1=NC=CC(=C1Cl)SC=1C=2N(C(=NC1)N1CCC3([C@@H](C=4N(N=CC4Cl)C3)N)CC1)C=CN2